ClC1=C(C=CC=C1)CC(=O)NC1=CC(=C(C=C1)N1N=CC(=C1)C(F)(F)F)S(N)(=O)=O 2-(2-Chlorophenyl)-N-{3-sulfamoyl-4-[4-(trifluoromethyl)-1H-pyrazol-1-yl]phenyl}acetamide